1-(3-(2-(1H-indazol-4-yl)-2,3,4,5-tetrahydro-1H-benzo[c]azepin-7-yl)azetidin-1-yl)prop-2-en-1-one N1N=CC2=C(C=CC=C12)N1CC2=C(CCC1)C=C(C=C2)C2CN(C2)C(C=C)=O